CC=1C(=NC=CC1)CN1C[C@@H]2[C@H](C1)CC(C2)CNC=2N=NC(=CC2)C=2C(=NN(C2)C)C N-[[(3aR,5s,6aS)-2-[(3-methyl-2-pyridyl)methyl]-3,3a,4,5,6,6a-hexahydro-1H-cyclopenta[c]pyrrol-5-yl]methyl]-6-(1,3-dimethylpyrazol-4-yl)pyridazin-3-amine